(3S,7aS)-3-(((2-(difluoromethyl)pyrimidin-4-yl)oxy)methyl)-7a-((trityloxy)methyl)hexahydro-1H-pyrrolizine FC(C1=NC=CC(=N1)OC[C@@H]1CC[C@@]2(CCCN12)COC(C1=CC=CC=C1)(C1=CC=CC=C1)C1=CC=CC=C1)F